CC(C)(C)OC(=O)NCC1CNC1 3-(N-Boc-aminomethyl)azetidine